FC(C(=O)O)(C=1C(NC2=CC=C(C=C2C1C)F)=O)F 2,2-difluoro-2-(6-fluoro-4-methyl-2-oxo-1,2-dihydroquinolin-3-yl)acetic acid